COC1=CC=C(C=C1)CCNS(=O)(=O)C1=CC=2C(=NC(N2)=O)C=C1 N-[2-(4-methoxyphenyl)ethyl]-2-oxo-benzimidazole-5-sulfonamide